C1(CC1)C=1C=CC(=NC1)NC(C1=C(C=CC=C1)[N+](=O)[O-])=O N-(5-cyclopropylpyridin-2-yl)-2-nitrobenzamide